benzenesulfonyl-selenium C1(=CC=CC=C1)S(=O)(=O)[Se]